COCC[N+]1(CCCCC1)CC N-(2-methoxyethyl)-N-ethylpiperidinium